C[Si](CCCNC(=O)N)(OCC)OCC 1-[3-(methyldiethoxysilyl)propyl]urea